N-(1-(2-(cyclopropanesulfonamido)thiazol-4-yl)cyclopropyl)quinoline-6-carboxamide C1(CC1)S(=O)(=O)NC=1SC=C(N1)C1(CC1)NC(=O)C=1C=C2C=CC=NC2=CC1